(2S,5R)-7-oxo-2-(N-(pyrimidin-5-ylsulfonyl) carbamimidoyl)-1,6-diazabicyclo[3.2.1]octan-6-yl hydrogen sulfate S(=O)(=O)(ON1[C@@H]2CC[C@H](N(C1=O)C2)C(NS(=O)(=O)C=2C=NC=NC2)=N)O